[C].C(C(O)C)(=O)O Lactic acid carbon